N1N=CN=C1C1=CC=C(C=N1)N1N=NC2=C1C=CC(=C2)C(=O)N2CCC(CC2)(F)F (1-(6-(1H-1,2,4-triazol-5-yl)pyridin-3-yl)-1H-benzo[d][1,2,3]triazol-5-yl)(4,4-difluoropiperidin-1-yl)methanone